CC1(CCOCC1)OC(=O)C1=C(NC=2CC(CC(C2C1C1=CC(=CC=C1)O)=O)C1=C(C=CC=C1)OC)C 4-(3-hydroxyphenyl)-7-(2-methoxyphenyl)-2-methyl-5-oxo-1,4,5,6,7,8-hexahydroquinoline-3-carboxylic acid 4-methyltetrahydro-2H-pyran-4-yl ester